rac-tert-butyl (3R,4S)-3-{1-[2-cyano-4-(trifluoromethyl)phenyl]-4-[6-(1-methyl-1H-pyrrol-2-yl)pyridin-3-yl]piperidine-4-amido}-4-methoxypyrrolidine-1-carboxylate C(#N)C1=C(C=CC(=C1)C(F)(F)F)N1CCC(CC1)(C(=O)N[C@@H]1CN(C[C@@H]1OC)C(=O)OC(C)(C)C)C=1C=NC(=CC1)C=1N(C=CC1)C |r|